FC1=C(OCO1)F difluoro-dioxole